3-(cyclopropylmethyl)-7-(4-(3,6-difluoro-2-methoxyphenyl)piperidin-1-yl)-8-(trifluoromethyl)-[1,2,4]triazolo[4,3-b]pyridazine C1(CC1)CC1=NN=C2N1N=CC(=C2C(F)(F)F)N2CCC(CC2)C2=C(C(=CC=C2F)F)OC